1-tert-butoxycarbonylpiperazine C(C)(C)(C)OC(=O)N1CCNCC1